ClC1=CC(=C2C(=N1)N(C(=N2)C)C2COC2)C D-5-chloro-2,7-dimethyl-3-(oxetan-3-yl)-3H-imidazo[4,5-b]pyridine